ClC1=CC=C(C=C1)C1=CC=C(C=C1)C([C@H](C)OC(=O)N1C(NC(C1)C(=O)[O-])=O)(O)C1=CC=C(C=C1)C1=CC=C(C=C1)Cl (((((S)-1,1-bis(4'-chloro-[1,1'-biphenyl]-4-yl)-1-hydroxypropan-2-yl)) oxy) carbonyl)-2-oxoimidazolidine-4-carboxylate